N1N=CC(=C1)N1N=NC(=C1)C(CC)N1C(C=C(C(=C1)OC)C1=C(C=CC(=C1)Cl)N1N=NC(=C1)Cl)=O 1-(1-(1-(1H-pyrazol-4-yl)-1H-1,2,3-triazol-4-yl)propyl)-4-(5-chloro-2-(4-chloro-1H-1,2,3-triazol-1-yl)phenyl)-5-methoxypyridin-2(1H)-one